C(C1=CC=CC=C1)N1C=CC2=CC=C(C=C12)C1=NNC(=C1)NC(C1=CC=C(C=C1)N1CCN(CC1)C)=O N-(3-(1-benzyl-1H-indol-6-yl)-1H-pyrazol-5-yl)-4-(4-methylpiperazin-1-yl)benzamide